FC1=C(C(=CC(=C1)NC)F)[C@H]1[C@@H](C(NC1)=O)NC(=O)NC1=CC=C(C=C1)F |o1:10,11| (-)-1-{(3S*,4R*)-4-[2,6-Difluoro-4-(methylamino)phenyl]-2-oxopyrrolidin-3-yl}-3-(4-fluorophenyl)urea